chloroselenomercury Cl[Se][Hg]